ClC1=CC=C(C(=N1)S(=O)(=O)N)N[C@H](C)C=1C=C(C=C2C(C(=C(OC12)C1=CC2=CN(N=C2C=C1)C)C)=O)C 6-Chloro-3-[[(1R)-1-[3,6-dimethyl-2-(2-methylindazol-5-yl)-4-oxo-chromen-8-yl]ethyl]amino]pyridine-2-sulfonamide